2-(2,6-dioxo-3-piperidyl)-5-[4-[[4-(piperazine-1-carbonyl)-1-piperidyl]methyl]-1-piperidyl]isoindoline-1,3-dione O=C1NC(CCC1N1C(C2=CC=C(C=C2C1=O)N1CCC(CC1)CN1CCC(CC1)C(=O)N1CCNCC1)=O)=O